(2R,3R,4R,5R)-2-(4-aminopyrrolo[2,1-f][1,2,4]triazin-7-yl)-2-cyano-5-((2-phenylacetoxy)methyl)tetrahydrofuran-3,4-diyl bis(2-phenylacetate) C1(=CC=CC=C1)CC(=O)O[C@H]1[C@](O[C@@H]([C@H]1OC(CC1=CC=CC=C1)=O)COC(CC1=CC=CC=C1)=O)(C#N)C1=CC=C2C(=NC=NN21)N